CN1C(N(C2=NC(=NC=C12)NC=1C(=CC=2N(C1)N=C(N2)C(F)(F)F)C)C2(CCOCC2)C#N)=O 4-(7-methyl-2-((7-methyl-2-(trifluoromethyl)-[1,2,4]triazolo[1,5-a]pyridine-6-yl)amino)-8-oxo-7,8-dihydro-9H-purin-9-yl)tetrahydro-2H-pyran-4-carbonitrile